COC1=C(C=CC=C1C1=NN(C=N1)C)NC=1C=C(N=NC1C1=NN=C(N1)C)NC(=O)C1CC1 N-(5-((2-methoxy-3-(1-methyl-1H-1,2,4-triazol-3-yl)phenyl)amino)-6-(5-methyl-4H-1,2,4-triazol-3-yl)pyridazin-3-yl)cyclopropanecarboxamide